C(C)(C)(C)[Si](OCCC(OC1=CC(=NN1)C(=O)OCC)C(F)F)(C1=CC=CC=C1)C1=CC=CC=C1 ethyl 5-(3-(tert-butyl (diphenylsilyl) oxy)-1-(difluoromethyl) propoxy)-1H-pyrazole-3-carboxylate